[Cl-].ClC=1C=C(C=CC1)C=1N(C=[N+]2C1C=1NC3=CC=CC=C3C1C=C2)C2=CC=C(C=C2)F 1-(3-Chlorophenyl)-2-(4-fluorophenyl)-2,11-dihydroimidazo[1',5':1,2]pyrido[3,4-b]indol-4-ium chloride